N-(4-((S)-3-Aminopiperidin-1-yl)-5-(1-(2,2,2-trifluoroethyl)-1H-pyrazol-4-yl)pyridin-2-yl)-1-(tetrahydrofuran-3-yl)-1H-pyrazolo[3,4-b]pyridin-6-amine N[C@@H]1CN(CCC1)C1=CC(=NC=C1C=1C=NN(C1)CC(F)(F)F)NC1=CC=C2C(=N1)N(N=C2)C2COCC2